[N+](=O)([O-])O (1R,2R)-nitroalcohol